tert-butyl 6-[8-(1,3-benzothiazol-2-ylcarbamoyl)-3,4-dihydro-1H-isoquinolin-2-yl]-3-[2-methyl-3-(9-oxononoxy)phenyl]pyridine-2-carboxylate S1C(=NC2=C1C=CC=C2)NC(=O)C=2C=CC=C1CCN(CC21)C2=CC=C(C(=N2)C(=O)OC(C)(C)C)C2=C(C(=CC=C2)OCCCCCCCCC=O)C